ClCC\C=C\CCCCCCCCCC(OCCCCCCCCCC)OCCCCCCCCCC (3E)-1-chloro-14,14-didecyloxy-3-tetradecene